2-(4-(2-(dimethylamino)ethyl)piperazin-1-yl)-6-(3,5-dimethylisoxazol-4-yl)quinazolin-4-amine CN(CCN1CCN(CC1)C1=NC2=CC=C(C=C2C(=N1)N)C=1C(=NOC1C)C)C